C(C)N(S(=O)(=O)NC=1C(=C(C(=O)C2=CNC3=NC=C(C=C32)C=3C=NC(=NC3)N3CCNCC3)C(=CC1)F)F)C 3-[3-[[ethyl(methyl)sulfamoyl]amino]-2,6-difluoro-benzoyl]-5-(2-piperazin-1-ylpyrimidin-5-yl)-1H-pyrrolo[2,3-b]pyridine